(5-bromo-4-chloropyridin-3-yl)methyl ethanesulfonate C(C)S(=O)(=O)OCC=1C=NC=C(C1Cl)Br